(S)-6-(1-amino-1,3-dihydrospiro[indene-2,4'-piperidine]-1'-yl)-3-(2-oxo-2H-chromen-4-yl)-1,5-dihydro-4H-pyrazolo[3,4-d]pyrimidin-4-one N[C@@H]1C2=CC=CC=C2CC12CCN(CC2)C=2NC(C1=C(N2)NN=C1C1=CC(OC2=CC=CC=C12)=O)=O